3-{[(4R)-4-(aminomethyl)-3,4-dihydro-2H-1-benzopyran-7-yl](methyl)amino}benzonitrile NC[C@@H]1CCOC2=C1C=CC(=C2)N(C=2C=C(C#N)C=CC2)C